methyl 4-(6-(2-chloro-5-methoxyphenyl)-2,4-dioxo-1,4-dihydrothieno[3,2-d]pyrimidin-3(2H)-yl)isoquinoline-6-carboxylate ClC1=C(C=C(C=C1)OC)C1=CC=2NC(N(C(C2S1)=O)C1=CN=CC2=CC=C(C=C12)C(=O)OC)=O